CON=C1CC2C=CC(C1)N2CC2(CC2)COC=2N=CC1=C(N2)C=CN=C1 (1-((3-(methoxyimino)-8-azabicyclo[3.2.1]oct-6-en-8-yl)methyl)cyclopropyl)methoxypyrido[4,3-d]pyrimidine